dichloro-(benzylidene)(tricyclohexylphosphine) ruthenium [Ru].ClC1C(C(CCC1)(P(C1CCCCC1)C1CCCCC1)Cl)=CC1=CC=CC=C1